ClC=1C=C2C(=CC1)NC(C21CCN(CC1)CCOC=1C=NC(=NC1)CCO)=O 5-chloro-1'-(2-{[2-(2-hydroxyethyl)pyrimidin-5-yl]oxy}ethyl)-1,2-dihydrospiro[indole-3,4'-piperidin]-2-one